(3aR,10aR)-ethyl 8-((3,4-difluorophenyl)carbamoyl)-7-methyl-3a,4,10,10a-tetrahydro-1H,7H-dipyrrolo[3,4-b:3',4'-f][1,4,5]oxathiazocine-2(3H)-carboxylate 5,5-dioxide FC=1C=C(C=CC1F)NC(=O)C=1N(C=C2C1OC[C@H]1[C@@H](NS2(=O)=O)CN(C1)C(=O)OCC)C